(S)-3-Cyclohexyl-2-hydroxy-N-((2-(2,2,2-trifluoroethoxy)pyridin-4-yl)methyl)propanamide C1(CCCCC1)C[C@@H](C(=O)NCC1=CC(=NC=C1)OCC(F)(F)F)O